C(CCC)NCC(C)O N-butyl-(2-hydroxypropyl)amine